butyl-2-[(3-bromo-2-fluorophenyl)methyl]-3-(hydroxyimino)-4-methylpyrrolidine-1-carboxylate C(CCC)OC(=O)N1C(C(C(C1)C)=NO)CC1=C(C(=CC=C1)Br)F